C(C)(C)(C)OC1=NC=C(C(=N1)OC(C)(C)C)C=1C=C2C(=NN1)N(N=C2N(C(C(C)(C)C)C)C)C 5-(2,4-ditert-butoxypyrimidin-5-yl)-N,1-dimethyl-N-(1,2,2-trimethylpropyl)pyrazolo[3,4-c]pyridazin-3-amine